isobutyl-di(dodec-10-en-1-yl)aluminum C(C(C)C)[Al](CCCCCCCCCC=CC)CCCCCCCCCC=CC